5-{2-[2-(5-ethoxyquinoline-8-sulfonamido)phenyl]ethynyl}-3-(methylamino)pyridine-2-carboxylic acid C(C)OC1=C2C=CC=NC2=C(C=C1)S(=O)(=O)NC1=C(C=CC=C1)C#CC=1C=C(C(=NC1)C(=O)O)NC